COC(C(C1CCC1)C1=CC(=CC=C1)Br)=O 2-(3-bromophenyl)-2-cyclobutylacetic acid methyl ester